4-[(E)-2-pyridin-4-ylvinyl]pyridine N1=CC=C(C=C1)/C=C/C1=CC=NC=C1